FC1=C(C(=C(C(=C1[B-](C1=C(C(=C(C(=C1F)F)F)F)F)(C1=C(C(=C(C(=C1F)F)F)F)F)C1=C(C(=C(C(=C1F)F)F)F)F)F)F)F)F.C(C)[NH+](C1=CC=CC=C1)CC diethylphenylammonium tetrakis(pentafluorophenyl)borate